N-Bocbromoethylamine C(=O)(OC(C)(C)C)NCCBr